1-[(2,3-dichloro-6-hydroxyphenyl)(pyridin-4-yl)methyl]azetidine-3-carboxamide ClC1=C(C(=CC=C1Cl)O)C(N1CC(C1)C(=O)N)C1=CC=NC=C1